(2S,4R)-4-((tert-butyldimethylsilyl)oxy)-1-((S)-2-(1-cyanocyclopropane-1-carboxamido)-3,3-dimethylbutanoyl)pyrrolidine-2-carboxylic acid [Si](C)(C)(C(C)(C)C)O[C@@H]1C[C@H](N(C1)C([C@H](C(C)(C)C)NC(=O)C1(CC1)C#N)=O)C(=O)O